FC1=C2N=C(C(N(C2=CC=C1)C)=O)C1N(C(CC1)=O)C fluoro-1-methyl-3-(1-methyl-5-oxopyrrolidin-2-yl)quinoxalin-2(1H)-one